N1=CC=NC2=C3C(=C4C(=C12)C=CC=C4)C=CC=C3 dibenzo-(f,h)-quinoxaline